C(C)(C)OC=1C(=CC2=CN(N=C2C1)C12COC(CC1)(C2)C)C(=O)NC=2C(N(C=CC2)C)=O 6-isopropoxy-N-(1-methyl-2-oxo-1,2-dihydropyridin-3-yl)-2-(1-methyl-2-oxabicyclo[2.2.1]heptan-4-yl)-2H-indazole-5-carboxamide